N-hydroxy-4-(2-methoxy-5-(3,4,5-trimethoxybenzoyl)phenoxy)butanamide ONC(CCCOC1=C(C=CC(=C1)C(C1=CC(=C(C(=C1)OC)OC)OC)=O)OC)=O